C[C@@H]1N([C@@H](COC1)C)C(=O)N[C@H](C(=O)O)CCN(CCCCC1=NC=2NCCCC2C=C1)C[C@@H](CF)OC (2S)-2-[[(3S,5R)-3,5-dimethylmorpholine-4-carbonyl]amino]-4-[[(2S)-3-fluoro-2-methoxy-propyl]-[4-(5,6,7,8-tetrahydro-1,8-naphthyridin-2-yl)butyl]amino]butanoic acid